5'-(2-methylpropanoyl)uridine-4-oxime CC(C(=O)C([C@@H]1[C@H]([C@H]([C@@H](O1)N1C(=O)NC(C=C1)=NO)O)O)O)C